O=C1NC(CCC1NC1=CC(=C(C=C1)C1=CC=C(C=C1)CC(=O)OC)F)=O methyl 2-(4'-((2,6-dioxopiperidin-3-yl)amino)-2'-fluoro-[1,1'-biphenyl]-4-yl)acetate